NC1=NC=CC(=C1Cl)SC1=C(N=C(C(=N1)CO)N1CCC(CC1)(CF)C(C)N)C (6-((2-amino-3-chloropyridin-4-yl)thio)-3-(4-(1-aminoethyl)-4-(fluoromethyl)piperidin-1-yl)-5-methylpyrazin-2-yl)methanol